COC1=CC(=CC(=C1O)OC)C[C@H]2CO[C@@H]([C@H]2CO)C3=CC(=C(C(=C3)OC)O)OC The molecule is a lignan that is (+)-lariciresinol substituted by additional methoxy groups at positions 5 and 5'. It has been isolated from them stems of Sinocalamus affinis. It has a role as a plant metabolite. It is a lignan, a member of oxolanes, a member of phenols, a primary alcohol and a dimethoxybenzene. It derives from a (+)-lariciresinol.